4-[5-(cyclopentylidenemethyl)-thienyl]Pyridine-2,3-diamine C1(CCCC1)=CC1=CC=C(S1)C1=C(C(=NC=C1)N)N